COC=1C(OC(=CC1N[C@H](C)[C@H](C)OC)C(=O)NC=1SC(=NN1)N1N=CC=C1C)=O 3-methoxy-4-(((2R,3S)-3-methoxybutan-2-yl)amino)-N-(5-(5-methyl-1H-pyrazol-1-yl)-1,3,4-thiadiazol-2-yl)-2-oxo-2H-pyran-6-carboxamide